F[Sb-](F)(F)(F)(F)F.C(CCCCCCCCCCC)C1=CC=C(C=C1)[I+]C1=CC=C(C=C1)CCCCCCCCCCCC Bis(4-dodecylphenyl)iodonium hexafluoroantimonat